1-(3-(9-(difluoromethyl)-6-(4-(trifluoromethoxy)phenyl)-9H-purin-2-yl)azetidin-1-yl)-2-fluoroprop-2-en-1-one FC(N1C2=NC(=NC(=C2N=C1)C1=CC=C(C=C1)OC(F)(F)F)C1CN(C1)C(C(=C)F)=O)F